4-bromo-7-chloro-5-methoxy-1H-indole BrC1=C2C=CNC2=C(C=C1OC)Cl